FC1=C2C(=NC=3N(C2=CC=C1)C(=NN3)C)N3CCOCC1=C3C=CC=C1C#CC(C)(C)NC(=O)C1(CC1)C(F)(F)F N-(4-(1-(6-fluoro-1-methyl-[1,2,4]triazolo[4,3-a]quinazolin-5-yl)-1,2,3,5-tetrahydrobenzo[e][1,4]oxazepin-6-yl)-2-methylbut-3-yn-2-yl)-1-(trifluoromethyl)cyclopropane-1-carboxamide